FC1=C(C=C(C(=C1)COCC=C)I)F 1,2-difluoro-4-iodo-5-[(prop-2-en-1-yloxy)methyl]benzene